N1C=C(C2=CC=CC=C12)CC1C(N(C(N1)=S)CC)=O (Z)-5-((1H-indol-3-yl)methyl)-3-ethyl-2-thioxoimidazolidin-4-one